N-methyl-N-(2-((2-(methyl(nonyl)amino)ethyl)disulfaneyl)ethyl)octadecan-1-amine CN(CCCCCCCCCCCCCCCCCC)CCSSCCN(CCCCCCCCC)C